C(C)N(C=N)C N-ethyl-1-N-methylimidoformamide